C(CCCC)C(CCC(=O)OCC(COC(CCCCN(C)C)=O)(COC(CCCCCCC)=O)COC(CCCCCCC)=O)C(CCCCC)CCCCC 3-((5-(Dimethylamino) pentanoyl)oxy)-2,2-bis((octanoyloxy) methyl)propyl 4,5-dipentyldecanoate